C(=O)C1=C(C=NC(=C1)OC)OCC=1C(=NC=CC1)C1=CC=NN1CC(=O)O 2-(5-(3-((4-formyl-6-methoxypyridin-3-yloxy)methyl)pyridin-2-yl)-1H-pyrazol-1-yl)acetic acid